C(C)N1C[C@@H](CCC1)NC1=C(C=C(N=N1)C1=C(C=C(C#N)C=C1)OC)C 4-[6-[[(3R)-1-ethyl-3-piperidinyl]amino]-5-methyl-pyridazin-3-yl]-3-methoxy-benzonitrile